4-(3-(cyanomethyl)-4-(4-oxopent-2-enoyl)piperazin-1-yl)quinazoline C(#N)CC1CN(CCN1C(C=CC(C)=O)=O)C1=NC=NC2=CC=CC=C12